ClC1=C(C(=O)N2C(=NC=C2)C)C(=CC=C1)Cl 1-(2',6'-dichlorobenzoyl)-2-methylimidazole